O1C=CC=2NC(=CC21)C(=O)N2C[C@H](CC2)C(=O)NC2=CC(=C(C(=C2)F)F)F (S)-1-(4H-furo[3,2-b]pyrrole-5-carbonyl)-N-(3,4,5-trifluorophenyl)pyrrolidine-3-carboxamide